((5-chloro-2-methoxypyridin-3-yl)sulfonyl)-3-(2-oxa-6-azaspiro[3.3]hept-6-yl)-1-oxa-8-azaspiro[4.5]decane ClC=1C=C(C(=NC1)OC)S(=O)(=O)C1OC2(CC1N1CC3(COC3)C1)CCNCC2